C(CCC\C=C/C\C=C/C\C=C/C\C=C/CC)C=1C=C(C=C(O)C1)O 5-((5Z,8Z,11Z,14Z)-Heptadeca-5,8,11,14-tetraen-1-yl)resorcinol